ClC1=CC=C(N=N1)N1CC2CCC(C1)O2 3-(6-Chloro-pyridazin-3-yl)-8-oxa-3-aza-bicyclo[3.2.1]octane